FC(N1N=C(C=C1)C(C)(C)NC(OC(C)(C)C)=O)F tert-Butyl N-[1-[1-(difluoromethyl)pyrazol-3-yl]-1-methyl-ethyl]carbamate